(Z)-tetradec-11-en-1-ylacetate C(CCCCCCCCC\C=C/CC)CC(=O)[O-]